tert-Butyl((6-(difluoromethoxy)pyridin-3-yl)methyl)carbamate C(C)(C)(C)OC(NCC=1C=NC(=CC1)OC(F)F)=O